CC1=CC(=NC(=C1)OC[C@@H]1OCC1)N1CC2(C=3C=NC(=CC31)NC(C)=O)CC2 (R)-N-(1'-(4-methyl-6-(oxetan-2-ylmethoxy)pyridin-2-yl)-1',2'-dihydrospiro[cyclopropane-1,3'-pyrrolo[3,2-c]pyridin]-6'-yl)acetamide